COC(=O)C=1SC(=CC1S(=O)(=O)Cl)Cl 5-chloro-3-(chlorosulfonyl)-2-thiophenecarboxylic acid methyl ester